C(C)(C)(C)OC(=O)N[C@@H](CCC(=O)O)CC(N[C@@H](C(C)(C)C)C(NC)=O)=O (4S)-4-{[(tert-butoxy)carbonyl]amino}-5-{[(1S)-2,2-dimethyl-1-(methylcarbamoyl)propyl]carbamoyl}pentanoic acid